CN1C[C@@H]2C([C@@H]2C1)NC=1C(=CNC(C1)=O)C(=O)N 4-(((1R,5S,6s)-3-methyl-3-azabicyclo[3.1.0]hexan-6-yl)amino)-6-oxo-1,6-dihydropyridine-3-carboxamide